N(=O)OCC(C)O 1-(nitrosooxy)propan-2-ol